NC=1SC2=C(N1)C(=CC=C2)C2=C(C=1C=CNC1C=C2)C(=O)NC(C)(C)C 5-(2-aminobenzo[d]thiazol-4-yl)-N-(tert-butyl)-1H-indole-4-carboxamide